C(C)(C)(C)OC(NC1CCC(CC1)(O)CN1C[C@@H](CC1)C1=CC(=C2C=NN(C2=C1)C)C1=C(C=C(C=C1)F)C(N(C(C)C)CC)=O)=O N-[(1r,4r)-4-{[(3S)-3-(4-{2-[ethyl(isopropyl)carbamoyl]-4-fluorophenyl}-1-methyl-1H-indazol-6-yl)pyrrolidin-1-yl]methyl}-4-hydroxycyclohexyl]carbamic acid tert-butyl ester